COC1=C(C=C(CN2N=C3N([C@H](CCC3)C(=O)N3CCCC3)C2=O)C=C1)C(F)(F)F |r| (5RS)-2-[4-Methoxy-3-(trifluoromethyl)benzyl]-5-(pyrrolidin-1-ylcarbonyl)-5,6,7,8-tetrahydro[1,2,4]triazolo[4,3-a]pyridin-3(2H)-one